N-methyl-1-((trans)-4-(methyl-(7H-pyrrolo[2,3-d]pyrimidin-4-yl)amino)cyclohexyl)methanesulfonamide CNS(=O)(=O)C[C@@H]1CC[C@H](CC1)N(C=1C2=C(N=CN1)NC=C2)C